trans-4-((3-(1-Cyclopropyl-1H-pyrazol-4-yl)phenyl)((trans-4-(4-methoxy-3-methylphenyl)cyclohexyl)methyl) carbamoyl)cyclohexyl isopropylcarbamate C(C)(C)NC(O[C@@H]1CC[C@H](CC1)C(N(C[C@@H]1CC[C@H](CC1)C1=CC(=C(C=C1)OC)C)C1=CC(=CC=C1)C=1C=NN(C1)C1CC1)=O)=O